N-(4-(4-amino-2,7-dimethyl-7H-pyrrolo[2,3-d]pyrimidin-5-yl)-3-methylphenyl)-2-(3-chlorophenyl)-2-hydroxyacetamide NC=1C2=C(N=C(N1)C)N(C=C2C2=C(C=C(C=C2)NC(C(O)C2=CC(=CC=C2)Cl)=O)C)C